C1(CC1)N1N=CC(=C1)[C@@H]1OCCC(=C1)B1OC(C(O1)(C)C)(C)C (R)-1-cyclopropyl-4-(4-(4,4,5,5-tetramethyl-1,3,2-dioxaborolan-2-yl)-5,6-dihydro-2H-pyran-2-yl)-1H-pyrazole